ethyl (E)-4-chloro-4-oxobut-2-enoate ClC(/C=C/C(=O)OCC)=O